C[C@@H](C(=O)O)C1=NC(=NC(=C1C1OCCO1)NC(C)C1=CC(=CC=C1)S(F)(F)(F)(F)F)C methyl-(R)-2-(5-(1,3-dioxolan-2-yl)-2-methyl-6-((1-(3-(pentafluorosulfanyl)phenyl)ethyl)amino)pyrimidin-4-yl)acetic acid